CN1C(N=C(C2=CC(=CC=C12)[N+](=O)[O-])NC(C)(C1=NC=CC=N1)C)=O 1-methyl-4-[(1-methyl-1-pyrimidin-2-yl-ethyl)amino]-6-nitro-quinazolin-2-one